2-(6-((3-Hydroxy-3-methylcyclobutyl)amino)-4-(trifluoromethyl)pyridazin-3-yl)-5-(trifluoromethyl)phenol OC1(CC(C1)NC1=CC(=C(N=N1)C1=C(C=C(C=C1)C(F)(F)F)O)C(F)(F)F)C